2-((3-(1H-imidazol-2-yl)pyridin-2-yl)oxy)ethan-1-ol N1C(=NC=C1)C=1C(=NC=CC1)OCCO